8-fluoro-5-(4-fluorophenyl)-1,3,4,5-tetrahydro-2H-pyrido[4,3-b]indole-2-carboxylic acid methyl ester COC(=O)N1CC2=C(N(C=3C=CC(=CC23)F)C2=CC=C(C=C2)F)CC1